C(=O)(O)[C@](CO)(O)[C@H](O)[C@H](O)CO 2-carboxy-D-arabinitol